5-methyl-3-phenylisoxazole-4-carboxamide CC1=C(C(=NO1)C1=CC=CC=C1)C(=O)N